C(C1=CC=CC=C1)(=O)OCCCCCCCCCCCCCCCC hexadecyl Benzoate